C(CC(O)(C(=O)[O-])CC(=O)[O-])(=O)[O-].[Sn+2].C(CC(O)(C(=O)[O-])CC(=O)[O-])(=O)[O-].[Sn+2].[Sn+2] Tin (II) citrate